O1C=CC2=C1C(=CC=C2)NC2=NNC1=CC(=CC=C21)[C@@H]2C[C@@]21C(NC2=CC=C(C=C12)OC)=O (1R,2S)-2-{3-[(1-benzofuran-7-yl)amino]-1H-indazol-6-yl}-5'-methoxyspiro[cyclopropane-1,3'-indol]-2'(1'H)-one